(R)-2-((R)-4-((3R,5R,8R,9S,10S,13R,14S,17R)-3-hydroxy-10,13-dimethyl-hexadecahydro-1H-cyclopenta[a]phenanthren-17-yl)pentanamido)-3-mercaptopropanoic acid O[C@@H]1CC[C@@]2([C@H]3CC[C@@]4([C@H](CC[C@H]4[C@@H]3CC[C@@H]2C1)[C@@H](CCC(=O)N[C@H](C(=O)O)CS)C)C)C